3-(5-(4-(2-((R)-3-(4-amino-3-(4-phenoxyphenyl)-1H-pyrazolo[3,4-d]pyrimidin-1-yl)-[1,4'-bipiperidin]-1'-yl)ethyl)piperidin-1-yl)-1-oxoisoindolin-2-yl)piperidine-2,6-dione NC1=C2C(=NC=N1)N(N=C2C2=CC=C(C=C2)OC2=CC=CC=C2)[C@H]2CN(CCC2)C2CCN(CC2)CCC2CCN(CC2)C=2C=C1CN(C(C1=CC2)=O)C2C(NC(CC2)=O)=O